2-(3-(4-((1H-pyrazol-4-yl)amino)-6-(pyrrolidin-1-yl)quinazolin-2-yl)-phenoxy)-N-(tert-butyl)acetamide tristrifluoroacetic acid salt FC(C(=O)O)(F)F.FC(C(=O)O)(F)F.FC(C(=O)O)(F)F.N1N=CC(=C1)NC1=NC(=NC2=CC=C(C=C12)N1CCCC1)C=1C=C(OCC(=O)NC(C)(C)C)C=CC1